4-[2-[4-(trifluoromethyl)anilino]Oxazol-5-yl]Phenol FC(C1=CC=C(NC=2OC(=CN2)C2=CC=C(C=C2)O)C=C1)(F)F